3-(3,4,5-trimethoxyphenyl)propionic acid COC=1C=C(C=C(C1OC)OC)CCC(=O)O